FC1=C(C=CC=C1)[C@@H](C(=O)OC)N1C/C(/[C@@H](CC1)SCC(=O)C1=CC(=CC=C1)OC)=C/C(=O)O (Z)-2-((R)-1-((S)-1-(2-fluorophenyl)-2-methoxy-2-oxoethyl)-4-((2-(3-methoxyphenyl)-2-oxoethyl)thio)piperidine-3-ylidene)acetic acid